Cl.Cl.CN1C[C@@H](C[C@@H](C1)C1=CC=CC=C1)N (3R,5R)-1-methyl-5-phenylpiperidine-3-amine dihydrochloride